4-(1,3-dioxolan-2-yl)-3-(4-(trifluoromethyl)piperidin-2-yl)pyridine cerium perchlorate salt Cl(=O)(=O)(=O)[O-].[Ce+3].O1C(OCC1)C1=C(C=NC=C1)C1NCCC(C1)C(F)(F)F.Cl(=O)(=O)(=O)[O-].Cl(=O)(=O)(=O)[O-]